C(C)(C)(C)OC(=O)N(C(OC(C)(C)C)=O)C1=NC=CC(=C1F)CC=1C=NC=C(C1C)[N+](=O)[O-] tert-butyl N-(tert-butoxycarbonyl)-N-{3-fluoro-4-[(4-methyl-5-nitropyridin-3-yl)methyl]pyridin-2-yl}carbamate